[Si](C)(C)(C(C)(C)C)ON1[C@@H]2C(=C[C@H](N(C1=O)C2)C(=O)N)C (2s,5r)-6-((tert-butyldimethylsilyl)oxy)-4-methyl-7-oxo-1,6-diazabicyclo-[3.2.1]oct-3-ene-2-carboxamide